Phosphonium Imidazolium N1C=[NH+]C=C1.[PH4+]